(2S)-N-((S)-1-amino-1-oxo-3-((S)-2-oxopyrrolidin-3-yl)propan-2-yl)-4-methyl-2-(4,4,4-trifluoro-3-hydroxy-3-phenylbutanamido)pentanamide NC([C@H](C[C@H]1C(NCC1)=O)NC([C@H](CC(C)C)NC(CC(C(F)(F)F)(C1=CC=CC=C1)O)=O)=O)=O